C1NCC12CC(C2)NC=2C=1C=C(N(C1C=CC2)CC(F)(F)F)C#CCNC2=C(C=C(C=C2)S(=O)(=O)C)OC N-{2-azaspiro[3.3]heptan-6-yl}-2-{3-[(4-methane-sulfonyl-2-methoxy-phenyl)amino]prop-1-yn-1-yl}-1-(2,2,2-trifluoroethyl)-1H-indol-4-amine